(S)-5-(2'-methoxy-4'-trifluoromethyl-3,4,5,6-tetrahydro-2H-[1,3']bipyridinyl-4-yl)-2,4-dimethyl-7-(2-trifluoromethyl-benzyl)-2,4,5,7-tetrahydro-pyrazolo[3,4-d]pyrimidin-6-one COC1=NC=CC(=C1N1CCC(CC1)N1C(N(C=2C([C@@H]1C)=CN(N2)C)CC2=C(C=CC=C2)C(F)(F)F)=O)C(F)(F)F